tert-butyl 5-chloro-6-(pyrazolo[1,5-a]pyridin-3-yl)-5',6'-dihydro-[2,3'-bipyridine]-1'(2'H)-carboxylate ClC=1C=CC(=NC1C=1C=NN2C1C=CC=C2)C=2CN(CCC2)C(=O)OC(C)(C)C